C(C)(C)(C)[Si](C1=CC=CC=C1)(C1=CC=CC=C1)OCC1NC(=CCC1(C)C)C1=NC=C(C=N1)OC(C)C tert-Butyl-[[6-(5-isopropoxypyrimidin-2-yl)-3,3-dimethyl-2,4-dihydro-1H-pyridin-2-yl]methoxy]-diphenyl-silane